((tert-Butoxycarbonyl)amino)-3-(4-(ethylsulfonyl)phenyl)propanoic acid C(C)(C)(C)OC(=O)NC(C(=O)O)CC1=CC=C(C=C1)S(=O)(=O)CC